C(CC)OC=1C(=C(C(=O)O)C=C(C1)OCCC)O 3,5-dipropyloxy-o-hydroxybenzoic acid